Methyl 1-methyl-3-((3-((3-methyl-4-((4-(pyridin-3-yl)pyrimidin-2-yl)amino)phenyl)carbamoyl)phenyl)carbamoyl)-4-oxocyclohex-2-ene-1-carboxylate CC1(C=C(C(CC1)=O)C(NC1=CC(=CC=C1)C(NC1=CC(=C(C=C1)NC1=NC=CC(=N1)C=1C=NC=CC1)C)=O)=O)C(=O)OC